[N+](=[N-])=CC(=O)ON1C(C2=CC=CC=C2C1=O)=O 1,3-dioxoisoindol-2-yl 2-diazoacetate